3,4-dihydro-1,5-naphthyridin-1(2H)-carboxamid N1(CCCC2=NC=CC=C12)C(=O)N